C(C1=CC=CC=C1)OCCC(C(=O)OC)C methyl 4-(benzyloxy)-2-methylbutanoate